3-(3-(3-(piperidine-1-carbonyl)pyrazolo[1,5-a]pyridin-7-yl)phenyl)-1,2,4-oxadiazol-5(4H)-one N1(CCCCC1)C(=O)C=1C=NN2C1C=CC=C2C=2C=C(C=CC2)C2=NOC(N2)=O